N-(2-(4-(3,4-dichloro-benzyl)piperidin-1-yl)ethyl)-5-fluoro-1H-indol-2-carboxamide ClC=1C=C(CC2CCN(CC2)CCNC(=O)C=2NC3=CC=C(C=C3C2)F)C=CC1Cl